C1(CC1)C(C(C(=O)NC1=CC=C(C=C1)C=1C(=NN(C1C)COCC[Si](C)(C)C)C)C1=NN=C(N1)C1=NON=C1C)C1CC1 3,3-dicyclopropyl-N-[4-[3,5-dimethyl-1-(2-trimethylsilylethoxymethyl)pyrazol-4-yl]phenyl]-2-[5-(4-methyl-1,2,5-oxadiazol-3-yl)-4H-1,2,4-triazol-3-yl]propanamide